5-(2-Amino-pyrimidin-4-yl)-2-ethyl-2H-pyrazole-3-carboxylic acid ethyl ester C(C)OC(=O)C=1N(N=C(C1)C1=NC(=NC=C1)N)CC